C(C1=CC=CC=C1)N(C1=CC(N(C(N1)=O)CC)=O)C 6-(benzyl-(methyl)amino)-3-ethylpyrimidine-2,4(1H,3H)-dione